NC1=NC=CC=2N1C(=NC2C2=CCC1(CN(C1)C(C)=O)CC2)C2=CC=C(C=C2)OC2=CC=CC=C2 1-(7-(5-amino-3-(4-phenoxyphenyl)imidazo[1,5-c]pyrimidin-1-yl)-2-azaspiro[3.5]non-6-en-2-yl)ethan-1-one